[Na].OC=1C=CC=C2C=CC=NC12 8-hydroxyquinoline sodium salt